(R)-7-chloro-N-(1-(3-(4-chloro-3-fluorophenoxy)-2-hydroxypropyl)piperidin-4-yl)-1-cyclopropyl-6-fluoro-4-oxo-1,4-dihydroquinoline-3-carboxamide ClC1=C(C=C2C(C(=CN(C2=C1)C1CC1)C(=O)NC1CCN(CC1)C[C@H](COC1=CC(=C(C=C1)Cl)F)O)=O)F